tert-Butyl (3-(1-(2-bromo-5-methylphenoxy)cyclopropyl)propyl)(4,4-difluorocyclohexyl)carbamate BrC1=C(OC2(CC2)CCCN(C(OC(C)(C)C)=O)C2CCC(CC2)(F)F)C=C(C=C1)C